C(#N)C1=CC=C(C=C1)[C@]12[C@](C=3C(=NC(=CC3O1)C#N)OC)([C@@H]([C@@H]([C@H]2C2=CC=CC=C2)CN2CCOCC2)O)O (5aR,6S,7S,8R,8aS)-5a-(4-Cyanophenyl)-8,8a-dihydroxy-1-methoxy-7-(morpholinomethyl)-6-phenyl-5a,7,8,8a-tetrahydro-6H-cyclopenta[4,5]furo[3,2-c]pyridine-3-carbonitrile